N-(6-((1H-Pyrazol-1-yl)methyl)-4-methoxybenzo[d]isoxazol-3-yl)-2-methoxy-5-(2,7-diazaspiro[3.5]nonan-2-yl)benzenesulfonamide N1(N=CC=C1)CC1=CC2=C(C(=NO2)NS(=O)(=O)C2=C(C=CC(=C2)N2CC3(C2)CCNCC3)OC)C(=C1)OC